COC(=O)C=1N=C(C2=CC=CC=C2C1)N1CCOC2=C1C=CC(=C2)C=2C=NN(C2)C 1-[7-(1-methyl-1H-pyrazol-4-yl)-2,3-dihydro-benzo[1,4]oxazin-4-yl]-isoquinoline-3-carboxylic acid methyl ester